FC(C=1C=NC(=NC1)N1CCN(CC1)C(=O)OC1CC2(CN(C2)CC2=CC=CC=C2)C1)(F)F 2-benzyl-2-azaspiro[3.3]heptan-6-yl 4-[5-(trifluoromethyl)pyrimidin-2-yl]piperazine-1-carboxylate